O1C(=CC=C1)C1=NN(C(C1)C=1OC=CC1)C(CN1C(N(C2=C(C1=O)C=CC(=N2)C(F)(F)F)C)=O)=O 3-[2-(3,5-Di-2-furanyl-4,5-dihydro-1H-pyrazol-1-yl)-2-oxoethyl]-1-methyl-7-(trifluoromethyl)pyrido[2,3-d]pyrimidine-2,4(1H,3H)-dione